3,6-dibromo-4-fluoro-1,2-phenylenediamine BrC=1C(=C(C(=CC1F)Br)N)N